(3-(1-adamantyl)-4-(methoxymethoxy)phenyl)(tert-butyl)diphenylsilane C12(CC3CC(CC(C1)C3)C2)C=2C=C(C=CC2OCOC)[Si](C2=CC=CC=C2)(C2=CC=CC=C2)C(C)(C)C